bis(trifluoromethanesulfonyl)bismuth FC(S(=O)(=O)[Bi]S(=O)(=O)C(F)(F)F)(F)F